4-[6-[3-(5-chloro-2-fluoro-phenyl)-1H-pyrazol-4-yl]-1,5-naphthyridin-3-yl]-N,N-dimethyl-cyclohex-3-en-1-amine ClC=1C=CC(=C(C1)C1=NNC=C1C=1N=C2C=C(C=NC2=CC1)C1=CCC(CC1)N(C)C)F